dimethyl 2-(triphenyl-λ^5-phosphanylidene)butanedioate C1(=CC=CC=C1)P(=C(C(=O)OC)CC(=O)OC)(C1=CC=CC=C1)C1=CC=CC=C1